C(C)(=O)O[C@@H]1[C@H](CNC1)N1CCN(CCN(CCN(CC1)CC(OC(C)(C)C)=O)CC(OC(C)(C)C)=O)CC(=O)OC(C)(C)C (2S,3S,4S)-4-Acetoxy-3-(4,7,10-tris(2-(tert-butoxy)-2-oxoethyl)-1,4,7,10-tetraazacyclododecan-1-yl)pyrrolidin